2-Benzyl 1-Tert-Butyl (2R,4R)-4-Aminopyrrolidine-1,2-Dicarboxylate N[C@@H]1C[C@@H](N(C1)C(=O)OC(C)(C)C)C(=O)OCC1=CC=CC=C1